N-DECANAL CCCCCCCCCC=O